2-(4-Chlorophenoxy)-N-[1-[2-(4-chlorophenoxy)acetyl]piperidin-4-yl]acetamid ClC1=CC=C(OCC(=O)NC2CCN(CC2)C(COC2=CC=C(C=C2)Cl)=O)C=C1